perfluoro-2-methyl-1,3-dioxolane FC1(OC(C(O1)(F)F)(F)F)C(F)(F)F